C(=O)(C=C)N1CCN(CC1)CC N-acryl-N'-ethylpiperazine